C(C)(C)(C)OC(=O)N1CCC(CC1)(C)C(CBr)=O 4-(2-bromoacetyl)-4-methylpiperidine-1-carboxylic acid tert-butyl ester